C(CCC)NC=1C=C(C(=O)O)C=C(C1OC1=CC=CC=C1)S(=O)(=O)N 3-(butylamino)-4-phenoxy-5-aminosulfonylbenzoic acid